CC=1C=C(C=C(C1)C)C=1C(=NC=CC1)C(C=CC1=CC=CC=C1)=O (3',5'-dimethylphenyl)-cinnamoylpyridine